(trans-4-hydroxymethylcyclohexylmethyl)-carbamic acid tert-butyl ester C(C)(C)(C)OC(NC[C@@H]1CC[C@H](CC1)CO)=O